BrC1=C(OC=2C1=NC(=CC2NCC=2SC=CN2)Cl)C([C@H](C)NC(OC(C)(C)C)=O)(F)F tert-butyl N-[(2S)-1-{3-bromo-5-chloro-7-[(1,3-thiazol-2-ylmethyl)amino]furo[3,2-b]pyridin-2-yl}-1,1-difluoropropan-2-yl]carbamate